1,3-benzoxathiole O1CSC2=C1C=CC=C2